C(C)(=O)[O-].C[NH+]1C(CCCC1)CCC 1-Methyl-2-propylpiperidinium acetat